tert-Butyl Tetradecylglycinate C(CCCCCCCCCCCCC)NCC(=O)OC(C)(C)C